methyl 5-[4-(2-tetrahydropyran-4-yloxyethoxy)phenoxy]imidazo[1,5-a]pyridine-7-carboxylate O1CCC(CC1)OCCOC1=CC=C(OC2=CC(=CC=3N2C=NC3)C(=O)OC)C=C1